BrC1=C(SC=C1)C(C)=O 1-(3-bromo-2-thienyl)ethanone